(2R,3S)-N-(2-Amino-3-fluoro-4-((4-(trifluoromethyl)benzyl)amino)phenyl)-2,3-difluorooctanamid NC1=C(C=CC(=C1F)NCC1=CC=C(C=C1)C(F)(F)F)NC([C@H]([C@H](CCCCC)F)F)=O